6-(4-fluoro-3-(2-(m-tolyl)acetylamino)phenoxy)benzonaphthol FC1=C(C=C(OC=2C=C3C=CC=C(C3=C3C2C=CC=C3)O)C=C1)NC(CC=1C=C(C=CC1)C)=O